C(#N)C1N(CC1)C=1N=C(C2=C(N1)CCC2)C2=CC=C(C(=O)N)C=C2 4-(2-(2-cyanoazetidin-1-yl)-6,7-dihydro-5H-cyclopenta[d]pyrimidin-4-yl)benzamide